The molecule is a member of the class of indazoles that is 1H-indazole which is substituted by a (N,N-dimethylglycyl)nitrilo group and a 1-benzyl-1H-1,2,3-triazol-4-yl group at positions 3 and 5, respectively. It is a GSK-3beta, CDK1, CDK2, CSNK1G2 and CLK4 kinase inhibitor. It has a role as an EC 2.7.11.1 (non-specific serine/threonine protein kinase) inhibitor, an EC 2.7.11.22 (cyclin-dependent kinase) inhibitor and an EC 2.7.11.26 (tau-protein kinase) inhibitor. It is a member of indazoles, a member of triazoles, a secondary carboxamide, a tertiary amino compound and a member of benzenes. CN(C)CC(=O)NC1=NNC2=C1C=C(C=C2)C3=CN(N=N3)CC4=CC=CC=C4